NC=1C=C(OCC(=O)OC)C=CC1C Methyl 2-(3-amino-4-methyl-phenoxy)acetate